4-[2-chloro-6-methyl-1-(4-methylbenzenesulfonyl)-7-oxopyrrolo[2,3-c]pyridin-4-yl]-5-phenyl-1-[2-(trifluoromethoxy)ethyl]pyridin-2-one ClC1=CC2=C(C(N(C=C2C2=CC(N(C=C2C2=CC=CC=C2)CCOC(F)(F)F)=O)C)=O)N1S(=O)(=O)C1=CC=C(C=C1)C